COC(=O)C1=C(C2=C(C(=NS2)I)C=C1Cl)Cl 5,7-dichloro-3-iodobenzisothiazole-6-carboxylic acid methyl ester